NC=1C2=C(N=CN1)N(C(=C2C=2C=NC1=CC=CC=C1C2)C#C)C21CCC(CC2)(C1)NC(=O)C1=CN=CN(C1=O)C N-(4-(4-Amino-6-ethynyl-5-(quinolin-3-yl)-7H-pyrrolo[2,3-d]pyrimidin-7-yl)bicyclo-[2.2.1]heptan-1-yl)-1-methyl-6-oxo-1,6-dihydropyrimidine-5-carboxamide